C(C)(=O)N(CCCCCNC(CCC(=O)N(O)CCCCCNC(CCC(=O)N(O)CCCCCN)=O)=O)O N'-{5-[acetyl-(hydroxy)amino]pentyl}-N-[5-({4-[(5-aminopentyl)(hydroxy)amino]-4-oxobutanoyl}amino)pentyl]-N-hydroxy-succinamide